4-fluoro-N-(6-(1-methyl-1H-pyrazol-4-yl)isoquinolin-3-yl)-3-((6-methyl-2,6-diazaspiro[3.3]heptan-2-yl)sulfonyl)benzamide FC1=C(C=C(C(=O)NC=2N=CC3=CC=C(C=C3C2)C=2C=NN(C2)C)C=C1)S(=O)(=O)N1CC2(C1)CN(C2)C